N1=CC=C(C=C1)NC(=O)N1CCC(CC1)CS(=O)(=O)C1=CC=C(C)C=C1 N-(pyridin-4-yl)-4-(tosyl-methyl)piperidine-1-carboxamide